ClC=1C=CC(=C2C=CN(C(C12)=O)C)N(C)C1CC2(CN(C2)CCCN2N=CC=C(C2=O)Cl)C1 8-chloro-5-((2-(3-(5-chloro-6-oxopyridazin-1(6H)-yl)propyl)-2-azaspiro[3.3]heptan-6-yl)(methyl)amino)-2-methylisoquinolin-1(2H)-on